tert-butyl-3-amino-5,6-dihydropyrazine-1(2H)-carboxylate C(C)(C)(C)OC(=O)N1CC(=NCC1)N